COC(=O)C1=NC(=CC=C1C=1C(=CC2=C(OCCC3=C2SC=C3)C1)C(=O)NC=1C=C3CCN(CC3=CC1)C(=O)OC(C)(C)C)C(NCCC)=O tertbutyl 6-(8-(2-(methoxycarbonyl)-6-(propylcarbamoyl)pyridin-3-yl)-4,5-dihydrobenzo[b]thieno[2,3-d]oxepine-9-carboxamido)-3,4-dihydroisoquinoline-2(1H)-carboxylate